OCC1C[C@H](NC1=O)COC1=NC=CC2=CC=C(C=C12)OC(C)C 1-{[(2S)-4-(hydroxymethyl)-5-oxopyrrolidin-2-yl]methoxy}-7-(propan-2-yloxy)isoquinoline